dimethylaminonaphthalen CN(C)C1=CC=CC2=CC=CC=C12